N-[8-chloro-6-(3-methyl-4-pyridinyl)-3-isoquinolinyl]-2-fluoro-cyclopropanecarboxamide ClC=1C=C(C=C2C=C(N=CC12)NC(=O)C1C(C1)F)C1=C(C=NC=C1)C